ClC1=CC2=C(N=C(O2)NC2=NC3=C(N2C)C=CC(=C3)C(=O)O)C=C1 2-((6-chlorobenzo[d]oxazol-2-yl)amino)-1-methyl-1H-benzo[d]imidazole-5-carboxylic acid